N-(4-cyano-3-(1-methyl-1H-1,2,4-triazol-3-yl)thiophen-2-yl)-2-(2-oxo-3,4-dihydro-1,5-naphthyridin-1(2H)-yl)acetamide C(#N)C=1C(=C(SC1)NC(CN1C(CCC2=NC=CC=C12)=O)=O)C1=NN(C=N1)C